(hydroxybenzyl)-ethylenediamine diacetic acid C(C)(=O)O.C(C)(=O)O.OC(C1=CC=CC=C1)NCCN